2-(2-(6-((cis)-2,6-dimethylmorpholino)pyridin-2-yl)-1,6-naphthyridin-7-yl)-N-(2,2-dioxido-1,3-dihydrobenzo[c]thiophen-5-yl)acetamide C[C@@H]1O[C@@H](CN(C1)C1=CC=CC(=N1)C1=NC2=CC(=NC=C2C=C1)CC(=O)NC1=CC2=C(CS(C2)(=O)=O)C=C1)C